CN(C)C[Si](OC)(OC)OC N,N-Dimethylaminomethyltrimethoxysilan